C([O-])([O-])=O.[Ca+2].[Co+2].C([O-])([O-])=O cobalt-calcium carbonate